2-nitrobenzoic acid lithium salt [Li+].[N+](=O)([O-])C1=C(C(=O)[O-])C=CC=C1